FC(CP(OC1CCCCC1)(=O)C1=C(C=CC=C1)F)(F)F cyclohexyl (2,2,2-trifluoroethyl)(2-fluorophenyl)phosphinate